(2-hydroxy-4-methoxyphenyl)-(2-hydroxyphenyl)methanone OC1=C(C=CC(=C1)OC)C(=O)C1=C(C=CC=C1)O